FC1(CCOCC1)C(=O)NC(C(=O)O)CCCCCCCC1=NC=2NCCCC2C=C1 2-(4-fluorotetrahydro-2H-pyran-4-carboxamido)-9-(5,6,7,8-tetrahydro-1,8-naphthyridin-2-yl)nonanoic acid